C[C@H]1OCC[C@H](C1)NC1=C(C=NC2=CC=C(C=C12)C(F)(F)F)N N4-[(2R,4R)-2-methyltetrahydro-2H-pyran-4-yl]-6-(trifluoromethyl)quinoline-3,4-diamine